ClC1=CC=C(C=C1)C#CC1=CN(C2=NC=C(C=C21)NC(C=C)=O)C(F)F N-(3-((4-Chlorophenyl)ethynyl)-1-(difluoromethyl)-1H-pyrrolo[2,3-b]pyridin-5-yl)acrylamide